2-((4-(6-amino-5-(isopropylcarbamoyl)pyridin-3-yl)-3-methylphenyl) (hydroxy)amino)-1-(3,5-difluorophenyl)-2-oxoethyl acetate C(C)(=O)OC(C(=O)N(O)C1=CC(=C(C=C1)C=1C=NC(=C(C1)C(NC(C)C)=O)N)C)C1=CC(=CC(=C1)F)F